2-(1-isopropyl-1H-pyrazol-4-yl)cyclopropane-1-carboxylic Acid C(C)(C)N1N=CC(=C1)C1C(C1)C(=O)O